C(C)(C)(C)OC1=NC=C(C(=N1)OC(C)(C)C)C=1C=C2C(=NN1)N(N=C2OC(C)C2=NC=NC(=C2)OCC(F)(F)F)C 5-(2,4-ditert-butoxypyrimidin-5-yl)-1-methyl-3-[1-[6-(2,2,2-trifluoroethoxy)pyrimidin-4-yl]ethoxy]pyrazolo[3,4-c]pyridazine